(S)-4-(3-Fluoro-2-methylphenyl)-6-(((S)-2-(3-(hydroxymethyl)bicyclo[1.1.1]pentan-1-yl)-3-oxohexahydroimidazo[1,5-a]pyrazin-7(1H)-yl)methyl)-2-(thiazol-2-yl)-1,4-dihydropyrimidine FC=1C(=C(C=CC1)[C@H]1N=C(NC(=C1)CN1C[C@@H]2N(CC1)C(N(C2)C21CC(C2)(C1)CO)=O)C=1SC=CN1)C